ethyl 5-chloro-2,2-dimethylpentanoate ClCCCC(C(=O)OCC)(C)C